N-{2-[cis-3,4-difluoropyrrolidin-1-yl]pyrimidin-4-yl}-8-[3-(methanesulfonylmeth-yl)azetidin-1-yl]-5-(propan-2-yl)-2,7-naphthyridin-3-amine F[C@@H]1CN(C[C@@H]1F)C1=NC=CC(=N1)NC=1N=CC2=C(N=CC(=C2C1)C(C)C)N1CC(C1)CS(=O)(=O)C